ClC=1C(=CC(=C(NC=2C3=C(N=CN2)C=CC(=N3)O[C@@H]3CN(CC3)C(=O)OC(C)(C)C)C1)F)OC(F)F tert-butyl (3S)-3-[4-[5-chloro-4-(difluoromethoxy)-2-fluoro-anilino]pyrido[3,2-d]pyrimidin-6-yl]oxypyrrolidine-1-carboxylate